FC1=C(C(=CC=C1)OC)N1N=C2C(=CC1=O)NN=C2C2=NN(C=C2)C 5-(2-Fluoro-6-methoxyphenyl)-3-(1-methyl-1H-pyrazol-3-yl)-1H-pyrazolo[4,3-c]pyridazin-6(5H)-on